2-(1-methyl-1H-indazol-7-yl)thiazole CN1N=CC2=CC=CC(=C12)C=1SC=CN1